2-(3,4-difluorophenyl)-N-[2-[(3,4-dimethoxyphenyl)methyl]-3-hydroxy-propyl]morpholine-4-carboxamide FC=1C=C(C=CC1F)C1CN(CCO1)C(=O)NCC(CO)CC1=CC(=C(C=C1)OC)OC